perfluorobutanesulphonic acid FC(C(C(C(F)(F)F)(F)F)(F)F)(S(=O)(=O)O)F